CN1N=CC=C1C1=CC(=NC2=C(N=CC=C12)C1=NNC=C1)N1CC2NC(C1)C2 3-(4-(1-methyl-1H-pyrazol-5-yl)-8-(1H-pyrazol-3-yl)-1,7-naphthyridin-2-yl)-3,6-diazabicyclo[3.1.1]heptane